2-(3-pyridyl)indazole-4-carbonyl chloride N1=CC(=CC=C1)N1N=C2C=CC=C(C2=C1)C(=O)Cl